C[C@H](CN1C[C@]2(CCS(C2)(=O)=O)CC1)CC1=CC=C(C=C1)C(C)(C)CC (R)-7-((S)-2-methyl-3-(4-(tert-amyl)phenyl)propyl)-2-thia-7-azaspiro[4.4]nonane 2,2-dioxide